4-((7-azidoheptyl)oxy)-2-(2,6-dioxopiperidin-3-yl)isoindoline-1,3-dione N(=[N+]=[N-])CCCCCCCOC1=C2C(N(C(C2=CC=C1)=O)C1C(NC(CC1)=O)=O)=O